6-butyl-2-methylimidazo[1,2-a]pyrazine C(CCC)C=1N=CC=2N(C1)C=C(N2)C